(S)-N-(1-(4-((4-cyclopropyl-1,5-naphthyridin-3-yl)amino)phenyl)-2,2,2-trifluoroethyl)-N,1-dimethylpiperidine-4-carboxamide C1(CC1)C1=C(C=NC2=CC=CN=C12)NC1=CC=C(C=C1)[C@@H](C(F)(F)F)N(C(=O)C1CCN(CC1)C)C